tert-butyl N-[7-(4,4,5,5-tetramethyl-1,3,2-dioxaborolan-2-yl)benzofuran-5-yl]carbamate CC1(OB(OC1(C)C)C1=CC(=CC=2C=COC21)NC(OC(C)(C)C)=O)C